FC1(OC2=C(O1)C=CC(=C2)/C=C/C(=O)N2CCN(CC2)C(C2=NC=CC(=C2)C2(CCC2)O)=O)F (E)-3-(2,2-difluorobenzo[d][1,3]dioxol-5-yl)-1-(4-(4-(1-hydroxycyclobutyl)picolinoyl)piperazin-1-yl)prop-2-en-1-one